3-(5,7-dichloro-2H-pyrimido[4,5-d][1,3]oxazin-1(4H)-yl)-2-methylpropan-1-ol ClC1=NC(=NC=2N(COCC21)CC(CO)C)Cl